C1(=CC=CC=C1)CC(C)C1=C(C=C(C=C1)O)O 4-(1-phenylpropan-2-yl)benzene-1,3-diol